2-[3-Methyl-13-(morpholine-4-carbonyl)-16-thia-2,4,5,8-tetraazatetracyclo[8.6.0.02,6.011,15]hexadeca-1(10),3,5,11(15)-tetraen-9-yl]Phenol CC=1N2C=3SC=4CC(CC4C3C(NCC2=NN1)C1=C(C=CC=C1)O)C(=O)N1CCOCC1